OCC1(CC1)NC(C(=O)N[C@H](C(N[C@@H](C[C@H]1C(NCC1)=O)C(COC(F)(F)F)=O)=O)CC(C)C)=O N1-(1-(hydroxymethyl)cyclopropyl)-N2-((S)-4-methyl-1-oxo-1-(((S)-3-oxo-1-((S)-2-oxopyrrolidin-3-yl)-4-(trifluoromethoxy)butan-2-yl)amino)pentan-2-yl)oxalamide